tert-butyl 4-{4-[(4-{1-[(tert-butoxy)carbonyl]-1,2,3,6-tetrahydropyridin-4-yl}-3-ethoxyphenyl)carbamoyl]-2-fluorophenyl}-1,2,3,6-tetrahydropyridine-1-carboxylate C(C)(C)(C)OC(=O)N1CCC(=CC1)C1=C(C=C(C=C1)NC(=O)C1=CC(=C(C=C1)C=1CCN(CC1)C(=O)OC(C)(C)C)F)OCC